FC1=C(C=CC(=C1)F)C1=CC(=NO1)C(=O)NCC(C)(C=1C=NN(C1)C)C=1N=NC(=CC1)OC 5-(2,4-difluorophenyl)-N-[2-(6-methoxypyridazin-3-yl)-2-(1-methylpyrazol-4-yl)propyl]isoxazole-3-carboxamide